C(#N)C1=CC=C(C=C1)C1CCN(CC1)C(=O)C=1C(=CC(=C(C1)C1=NC2=C(CN(CC2)C(=O)OC(C)(C)C)N1)C)C tert-Butyl 2-(5-(4-(4-cyanophenyl)piperidine-1-carbonyl)-2,4-dimethylphenyl)-6,7-dihydro-3H-imidazo[4,5-c]pyridine-5(4H)-carboxylate